C1(=CC=CC=C1)C1(CC1)C=1NC(C2=C(N1)CCN(C2)C(=O)C2=NC1=C(N2)C=CC(=C1)C(F)(F)F)=O 2-(1-phenylcyclopropyl)-6-(5-(trifluoromethyl)-1H-benzo[d]imidazole-2-carbonyl)-5,6,7,8-tetrahydropyrido[4,3-d]pyrimidin-4(3H)-one